4-[5-(3,3-difluoroazetidin-1-yl)-3-[(3,5-difluorophenyl)methoxy]pyridin-2-yl]-5-methylthiophene-2-carboxylic acid FC1(CN(C1)C=1C=C(C(=NC1)C=1C=C(SC1C)C(=O)O)OCC1=CC(=CC(=C1)F)F)F